COC(=O)C=1C(=NC=C(C1)C(F)(F)F)Cl 2-Chloro-5-trifluoromethylpyridine-3-carboxylic acid methyl ester